(3-(3,3-difluorocyclobutyl)prop-1-ynyl)trimethylsilane FC1(CC(C1)CC#C[Si](C)(C)C)F